FC=1C=C2C(=NN(C2=CC1I)C)NCCC(=O)OCC ethyl 3-((5-fluoro-6-iodo-1-methyl-1H-indazol-3-yl)amino)propanoate